3-methoxy-3-(4-(trifluoromethyl)styryl)azetidine-1-carboxylic acid tert-butyl ester C(C)(C)(C)OC(=O)N1CC(C1)(C=CC1=CC=C(C=C1)C(F)(F)F)OC